S1(=O)OCCCO1 1,3-propylene sulfite